(3S,4S)-4-(((R)-tert-butylsulfinyl)amino)-3-methyl-2-oxa-8-azaspiro[4.5]decane-8-carboxylic acid tert-butyl ester C(C)(C)(C)OC(=O)N1CCC2([C@@H]([C@@H](OC2)C)N[S@](=O)C(C)(C)C)CC1